CS(=O)(=O)C=1C=C(C=CC1)C#CC1=CC=C(OC2=C(N=NN2)C(=O)O)C=C1 5-(4-(2-(3-(Methylsulfonyl)phenyl)ethynyl)phenoxy)-1H-1,2,3-triazole-4-carboxylic acid